Methyl-(5S)-2-{[6-fluoro-2-(trifluoromethyl)quinolin-4-yl]methyl}-3-oxo-2,3,5,6,7,8-hexahydro[1,2,4]triazolo[4,3-a]pyridine-5-carboxylate COC(=O)[C@@H]1CCCC=2N1C(N(N2)CC2=CC(=NC1=CC=C(C=C21)F)C(F)(F)F)=O